methyl(4-hydroxy-3-methoxybenzyl) carbamate C(N)(OC(C1=CC(=C(C=C1)O)OC)C)=O